C(C)C1=C(C=C(C(=C1)O)F)C1=CC=C2C(=NNC2=C1)C=1NC=C(N1)CNS(=O)(=O)C N-((2-(6-(2-Ethyl-5-Fluoro-4-Hydroxyphenyl)-1H-Indazol-3-yl)-1H-Imidazol-4-yl)methyl)methansulfonamid